4-Hydroxyl-N-(5-methyl-1,2-oxazole-3-yl)benzene-1-sulfonamide OC1=CC=C(C=C1)S(=O)(=O)NC1=NOC(=C1)C